[P+3]=S Phosphorus(V) sulfide